BrC=1C=2N(C=C(C1)OC1CC(C1)O)N=CC2C#N 4-bromo-6-((1r,3r)-3-hydroxycyclobutoxy)pyrazolo[1,5-a]pyridine-3-carbonitrile